ClC1=C(C=CC=C1Cl)C=1C=CN=C2C(=C(C=NC12)C(=O)N[C@H]1CCOC2=CC=CC=C12)N1CCOCC1 8-(2,3-dichlorophenyl)-N-[(4S)-3,4-dihydro-2H-chromen-4-yl]-4-(morpholin-4-yl)-1,5-naphthyridine-3-carboxamide